C(C)OCCNC(=O)C1=C(C=C(CC=2C=C3C(N(C=NC3=C(C2C)C)[C@H]2CCOC[C@@H]2O)=O)C=C1)F 1,5-anhydro-2,3-dideoxy-3-(6-(4-((2-ethoxyethyl)carbamoyl)-3-fluorobenzyl)-7,8-dimethyl-4-oxoquinazolin-3(4H)-yl)-L-threo-pentitol